CCCC(=O)[O-] The molecule is a short-chain fatty acid anion that is the conjugate base of butyric acid, obtained by deprotonation of the carboxy group. It has a role as an EC 3.5.1.98 (histone deacetylase) inhibitor, a metabolite and a human metabolite. It is a conjugate base of a butyric acid.